4-(bis(2-((2-(ethylthio)ethyl)thio)ethyl)amino)benzaldehyde C(C)SCCSCCN(C1=CC=C(C=O)C=C1)CCSCCSCC